ClC=1C=C(NC2(CCC3(C(=CC4=CC=CC=C34)C3=C(C(=CC=C3)OC)Cl)CC2)C(=O)O)C=CC1 (1s,4s)-4-(3-Chloroanilino)-2'-(2-chloro-3-methoxyphenyl)spiro[cyclohexane-1,1'-indene]-4-carboxylic acid